CN1[C@@H](CCC1)C(=O)C1=CNC2=CC3=C(C=C12)OCO3 3-(Methylprolyl)-5,6-methylenedioxy-1H-indole